diindolylnaphthoquinone N1C(=CC2=CC=CC=C12)C1=C(C(C2=CC=CC=C2C1=O)=O)C=1NC2=CC=CC=C2C1